FC(C(C(=O)ON1C(C2=CC=CC=C2C1=O)=O)C)(F)F 1,3-dioxoisoindolin-2-yl 3,3,3-trifluoro-2-methylpropanoate